NCCOCCOCCOCCNC(OC(C)(C)C)=O tert-butyl (2-(2-(2-(2-aminoethoxy)ethoxy)-ethoxy)ethyl)carbamate